CC1=NN(C=N1)C1=NC(=CC(=N1)N1CCN(CC1)C1CN(C1)CC1=CC=C(CC=2C=3C4=C(C(N(C4=CC2)C2C(NC(CC2)=O)=O)=O)C=CC3)C=C1)C(F)(F)F 3-(6-(4-((3-(4-(2-(3-methyl-1H-1,2,4-triazol-1-yl)-6-(trifluoromethyl)pyrimidin-4-yl)piperazin-1-yl)azetidin-1-yl)methyl)benzyl)-2-oxobenzo[cd]indol-1(2H)-yl)piperidine-2,6-dione